ClC1=C(C2=C(C=3C=NC(=NC13)N1C[C@H](CC1)N(C)C)COC2)C2=CC=C(C=1SC(=C(C12)C#N)NC(OC(C)(C)C)=O)F tert-Butyl (4-(5-chloro-3-((S)-3-(dimethylamino)pyrrolidin-1-yl)-7,9-dihydrofuro[3,4-f]quinazolin-6-yl)-3-cyano-7-fluorobenzo[b]thiophen-2-yl)carbamate